CS(=O)(=O)CCN1N=CC(=C1)CO [1-(2-methylsulfonylethyl)pyrazol-4-yl]methanol